methyl 2-[(4-fluoro-2-methoxy-phenyl) methyl]-3-hydroxy-cyclopentene-1-carboxylate FC1=CC(=C(C=C1)CC1=C(CCC1O)C(=O)OC)OC